C(C)(C)C1=CN(C2=C1N=C(S2)C2CCC1(OCCO1)CC2)C(=O)OC(C)(C)C tert-butyl 6-isopropyl-2-(1,4-dioxaspiro[4.5]decan-8-yl)-4H-pyrrolo[3,2-d]thiazole-4-carboxylate